C[C@H]1C[C@](CCC1)(C(=O)OC)NC(C1=NC=CC=C1)=O methyl (1R,3R)-3-methyl-1-(picolinamido)cyclohexane-1-carboxylate